rac-tert-butyl-(2R,4R)-2-(4-(2-(tert-butyl) phenyl) piperidine-1-carbonyl)-4-hydroxypyrrolidine-1-carboxylate C(C)(C)(C)OC(=O)N1[C@H](C[C@H](C1)O)C(=O)N1CCC(CC1)C1=C(C=CC=C1)C(C)(C)C |r|